2,3,5-trimethyl-6-butyl-pyrazine CC1=NC(=C(N=C1C)C)CCCC